C1(=CC=CC=2C3=CC=CC=C3NC12)N Carbazolamin